7,8,3',4'-tetrahydroxyflavanone OC1=CC=C2C(CC(OC2=C1O)C1=CC(=C(C=C1)O)O)=O